C(C)OC(CC(C1=CC2=C(N(N=N2)C)C(=C1)OC)C1=C2CCN(CC2=CC=C1)C(C1=C(C=CC=C1)Cl)=O)=O 3-[2-(2-chlorobenzoyl)-1,2,3,4-tetrahydroisoquinolin-5-yl]-3-(7-methoxy-1-methyl-1H-benzo[d][1,2,3]triazol-5-yl)propanoic acid ethyl ester